3'-amino-dideoxyguanosine-5'-monophosphate P(=O)(O)(O)OC[C@@H]1[C@H](C[C@@H](O1)N1C=NC=2C(=O)NC(N)=NC12)N